4-chlorobenzenecarboxamide-13C ClC1=CC=C(C=C1)[13C](=O)N